C(CCC(=O)[O-])(=O)OC=1C(=NC=CN1)N 2-aminopyrazinyl succinate